C(C=C)N1N(C2=NC(=NC=C2C1=O)NC=1C=C2C=NN(C2=CC1)C)C1=CC=CC(=N1)O[C@@H]1C[C@@H](N(CC1)C(=O)OC(C)(C)C)C tert-butyl (2S,4S)-4-((6-(2-allyl-6-((1-methyl-1H-indazol-5-yl)amino)-3-oxo-2,3-dihydro-1H-pyrazolo[3,4-d]pyrimidin-1-yl)pyridin-2-yl)oxy)-2-methylpiperidine-1-carboxylate